1-(1-Pentyloxyethoxy)-propan-2-amin C(CCCC)OC(C)OCC(C)N